5-fluoro-3-(3-fluorobenzyl)-2-methyl-aniline bismuth octanoate C(CCCCCCC)(=O)[O-].[Bi+3].FC=1C=C(C(=C(N)C1)C)CC1=CC(=CC=C1)F.C(CCCCCCC)(=O)[O-].C(CCCCCCC)(=O)[O-]